(S,Z)-1-((5-bromo-2'-chloro-[1,1'-biphenyl]-2-yl)sulfonyl)-4-fluoro-N-(1-methoxy-4-(methylsulfonyl)but-3-en-2-yl)piperidine-4-carboxamide BrC=1C=CC(=C(C1)C1=C(C=CC=C1)Cl)S(=O)(=O)N1CCC(CC1)(C(=O)N[C@H](COC)\C=C/S(=O)(=O)C)F